The molecule is the cationic form of 3,7-diaminophenothiazine. It has a role as a fluorochrome. It is an organic heterotricyclic compound and an organic cation. C1=CC2=C(C=C1N)SC3=CC(=[NH2+])C=CC3=N2